N-(3-oxo-3,4-dihydro-2H-benzo[b][1,4]oxazin-6-yl)-1-(quinolin-5-yl)-5-(trifluoromethyl)-1H-pyrazole-4-carboxamide O=C1NC2=C(OC1)C=CC(=C2)NC(=O)C=2C=NN(C2C(F)(F)F)C2=C1C=CC=NC1=CC=C2